C[C@]12CC(C[C@](CC1)(N2)C)N(C=2SC1=C(N2)SC(=N1)N1C(C=C(C=C1)N1N=CC(=C1)F)=O)C 1-(5-{[(1R,3s,5S)-1,5-Dimethyl-8-azabicyclo[3.2.1]octan-3-yl](methyl)amino}[1,3]thiazolo[5,4-d][1,3]thiazol-2-yl)-4-(4-fluoro-1H-pyrazol-1-yl)pyridin-2(1H)-on